FC1(OC2=C(O1)C=CC=C2C=O)F 2,2-difluorobenzo[d][1,3]dioxole-4-carbaldehyde